3-(1'-(4-(((1-Oxyl-2,2,6,6-tetramethylpiperidine-4-yl)oxy)carbonyl)benzyl)-[4,4'-bipyridin]-1,1'-diium-1-yl)propanoate ON1C(CC(CC1(C)C)OC(=O)C1=CC=C(C[N+]2=CC=C(C=C2)C2=CC=[N+](C=C2)CCC(=O)[O-])C=C1)(C)C